ClC1=NC=C2N(C(=NC2=N1)C1=C(C=C(C=C1C)C(F)(F)F)O)C 2-(2-chloro-7-methyl-7H-purin-8-yl)-3-methyl-5-(trifluoromethyl)-phenol